C1CCC2CC(CCC12)C(=O)OCC(COC(=O)C1CC2CCCC2CC1)O 2-hydroxypropane-1,3-diyl bis(octahydro-1H-indene-5-carboxylate)